C(CCC)NC(C=1C(O)=CC=CC1)=O salicylic butylamide